C(#N)C1=CC(=C(C=C1)C1OC2=CC=CC(=C2C=C1)C1CCN(CC1)C(=O)OC(C)(C)C)F tert-butyl 4-(2-(4-cyano-2-fluorophenyl)chromen-5-yl)piperidine-1-carboxylate